ClC1=C(C=CC=C1C1=NC=NC(=C1OC)C1=CC(=C(C=C1)C=O)OC)C1=NC(=C(C=O)C=C1)OC 6-(2-Chloro-3-(6-(4-formyl-3-methoxyphenyl)-5-methoxypyrimidin-4-yl)phenyl)-2-methoxynicotinaldehyde